5-chloro-N-(4-(2-fluoro-phenyl)-2-(2-oxa-6-aza-spiro[3.3]heptan-6-yl)-pyridin-3-yl)-1-methyl-1H-pyrazole-4-carboxamide ClC1=C(C=NN1C)C(=O)NC=1C(=NC=CC1C1=C(C=CC=C1)F)N1CC2(COC2)C1